1-[2,6-Dihydroxy-4-(3-methylbut-2-enoxy)phenyl]-3-phenylprop-2-en-1-one OC1=C(C(=CC(=C1)OCC=C(C)C)O)C(C=CC1=CC=CC=C1)=O